COC(NCCOC=1C=CC2=C(C=C(O2)C2=C3N=CC(=NC3=CC(=C2)C)OC(F)F)C1)=O 2-(2-(2-(difluoromethoxy)-7-methylquinoxalin-5-yl)benzofuran-5-yloxy)ethylcarbamic acid methyl ester